ClC=1C=C(C=C(C1)NS(=O)(=O)C)NC(=O)C=1SC=C(C1)C(=O)NC1=CC=CC=C1 N2-(3-chloro-5-methanesulfonamidophenyl)-N4-phenylthiophene-2,4-dicarboxamide